FC1(CCN(CC1)CC1=C(C2=C(C=CC(=NO2)O)C=C1)O)F 8-((4,4-difluoropiperidin-1-yl)methyl)-3,9-dihydroxybenzo[5,6]oxazepin